C[C@@H]1C(=O)CC[C@H](O1)OP(=O)(O)OP(=O)(O)OC[C@@H]2[C@H](C[C@@H](O2)N3C=C(C(=O)NC3=O)C)O The molecule is a pyrimidine nucleotide-sugar having thymine as the nucleobase and 4-dehydro-2,3,6-trideoxy-alpha-D-glucose as the sugar component. It has a role as a bacterial metabolite. It is a conjugate acid of a dTDP-4-dehydro-2,3,6-trideoxy-alpha-D-glucose(2-).